N-ethyl-aminopropyl-trimethoxysilane C(C)NCCC[Si](OC)(OC)OC